NC=1C2=C(N=C(N1)Cl)N(C=C2)[C@H]2[C@@H]([C@@H]([C@H](C2)C=2C=NC(=CC2)OC)O)O (1R,2S,3R,5R)-3-{4-amino-2-chloropyrrolo[2,3-d]pyrimidin-7-yl}-5-(6-methoxypyridin-3-yl)cyclopentane-1,2-diol